C(C1=CC=CC=C1)OC=1C=C(CN=[N+]=[N-])C=C(C1)OCC1=CC=CC=C1 3,5-bis(benzyloxy)benzyl azide